C(C)(C)OC1=C2CNC(C2=CC=C1)=O 4-isopropoxyisoindolin-1-one